CN(CCC(C)(NC=1C2=C(N=C(N1)C1=CC=NC=C1)C=NC=C2)C)C dimethyl(3-methyl-3-{[2-(pyridin-4-yl)pyrido[3,4-d]pyrimidin-4-yl]amino}butyl)amine